5-[8-(1-hydroxyethyl)-6-(piperazin-1-yl)-1,5-naphthyridin-2-yl]-2,7-dimethylindazol-6-ol OC(C)C=1C=C(N=C2C=CC(=NC12)C1=CC2=CN(N=C2C(=C1O)C)C)N1CCNCC1